1-(4-(5-methoxy-3-(trifluoromethyl)-1H-pyrazol-1-yl)benzyl)-6-(4-methoxy-6-methylpyrimidin-5-yl)-1H-pyrazolo[3,4-d]pyrimidine COC1=CC(=NN1C1=CC=C(CN2N=CC=3C2=NC(=NC3)C=3C(=NC=NC3C)OC)C=C1)C(F)(F)F